BrC1=CC=C(C2=C1CCO2)O 4-bromo-2,3-dihydrobenzofuran-7-ol